C1=CC(=C(C=C1/C=C/C2=CC(=C(C=C2)O)C(=O)O)Br)/C=C/C3=CC(=C(C=C3)O)C(=O)O (trans,trans)-1-bromo-2,5-bis-(3-hydroxycarbonyl-4-hydroxy)styrylbenzene